4-(oxetan-3-yloxy)-N-(trans-4-(4-(trifluoromethyl)benzyloxy)pyrrolidin-3-yl)pyrimidin-2-amine O1CC(C1)OC1=NC(=NC=C1)N[C@@H]1CNC[C@H]1OCC1=CC=C(C=C1)C(F)(F)F